IC1=CC2=CC=CC=C2C=C1 2-iodonaphthalene